6-(2,6-dichlorophenyl)-8-methyl-2-(methylsulfonyl)pyrido[2,3-d]pyrimidin-7(8H)-one ClC1=C(C(=CC=C1)Cl)C1=CC2=C(N=C(N=C2)S(=O)(=O)C)N(C1=O)C